tert-Butyl 2-(but-3-yn-1-yl)-3-(hydroxymethyl)-2,4,6,7-tetrahydro-5H-pyrazolo[4,3-c]pyridine-5-carboxylate C(CC#C)N1N=C2C(CN(CC2)C(=O)OC(C)(C)C)=C1CO